ClC1=CC2=C(N(C(N2C2CCN(CC2)C2COC2)=O)CC2=NC=C(C=C2)C=2OC(=NN2)C(F)F)C=C1Cl 5,6-dichloro-1-((5-(5-(difluoromethyl)-1,3,4-oxadiazole-2-yl)pyridine-2-yl)methyl)-3-(1-(oxetan-3-yl)piperidine-4-yl)-1,3-dihydro-2H-benzo[d]imidazole-2-one